O[C@H]1C[C@@H](N(CC1)C(=O)OC(C)(C)C)C (2S,4R)-tert-butyl 4-hydroxy-2-methylpiperidine-1-carboxylate